Methyl 3-(2-(2-chloro-5-isopropyl-8-oxothieno[2',3':4,5]pyrrolo[1,2-d][1,2,4]triazin-7(8H)-yl) acetamido)bicyclo[1.1.1]pentane-1-carboxylate ClC1=CC2=C(C=C3N2C(=NN(C3=O)CC(=O)NC32CC(C3)(C2)C(=O)OC)C(C)C)S1